C=1N=CN2C1C1=CC=CC=C1[C@@H]2[C@@H]2[C@H](C=1N(CC2)C=CN1)O (7R,8R)-7-((S)-5H-Imidazo[5,1-a]isoindol-5-yl)-5,6,7,8-tetrahydroimidazo[1,2-a]pyridin-8-ol